[18F]C1=CC=C(C(=O)NCCN2C(C=CC2=O)=O)C=C1 N-(2-(4-[18F]-fluorobenzamido)ethyl)maleimide